1-(4-(6-chloro-7-(4-chloro-2-hydroxyphenyl)quinazolin-4-yl)piperazin-1-yl)prop-2-en-1-one ClC=1C=C2C(=NC=NC2=CC1C1=C(C=C(C=C1)Cl)O)N1CCN(CC1)C(C=C)=O